N-(6-methyl-2-propyl-1H-inden-1-yl)-2-oxo-6-(trifluoromethyl)-1,2-dihydropyridine-3-carboxamide CC1=CC=C2C=C(C(C2=C1)NC(=O)C=1C(NC(=CC1)C(F)(F)F)=O)CCC